ClC=1C=C(C=C(C1)N1CC2(COC2)C1)C1(COC1)O 3-(3-chloro-5-(2-oxa-6-azaspiro[3.3]hept-6-yl)phenyl)oxetan-3-ol